4-bromo-5-(3-cyanophenyl)-1-phenyl-1H-pyrazole BrC=1C=NN(C1C1=CC(=CC=C1)C#N)C1=CC=CC=C1